C1=C(C=C(OC1=O)CC(=O)CCCCCCCCCCCCCCCO)O The molecule is an acyl tetraketide pyran-2-one that is 4-hydroxy-2H-pyran-2-one in which the hydrogen at position 6 is replaced by a 17-hydroxy-2-oxoheptadecyl group. It is a primary alcohol and a 6-(acylmethyl)-4-hydroxy-2H-pyran-2-one.